8-Cyclopentyl-2-(methylsulfanyl)-5-[2-(triisopropylsilyl)ethynyl]pyrido[2,3-d]pyrimidin-7-one C1(CCCC1)N1C(C=C(C2=C1N=C(N=C2)SC)C#C[Si](C(C)C)(C(C)C)C(C)C)=O